3,3'-trimethylenebis(5-propylthio-1,2,4-triazole) C(CC)SC1=NC(=NN1)CCCC1=NNC(=N1)SCCC